4-(7-(4-(trifluorometh-yl)phenoxy)-3,4-dihydro-isoquinolin-2(1H)-yl)-thiazole-2-carbonitrile FC(C1=CC=C(OC2=CC=C3CCN(CC3=C2)C=2N=C(SC2)C#N)C=C1)(F)F